C(C)(C)(C)S(=O)NC(CC)C1=CC(=NC(=C1)C1=CC=C(C=C1)F)OC1[C@@H]2CN(C[C@H]12)C(=O)OCC1=CC=CC=C1 benzyl (1R,5S,6s)-6-((4-(1-((tert-butylsulfinyl)amino)propyl)-6-(4-fluorophenyl)pyridin-2-yl)oxy)-3-azabicyclo[3.1.0]hexane-3-carboxylate